9-((2-oxaspiro[3.3]heptan-6-yl)amino)heptadecanedioic acid C1OCC12CC(C2)NC(CCCCCCCC(=O)O)CCCCCCCC(=O)O